C(C)N(C1=CC=C(C=2OC3=CC=CC=C3C(C2O)=O)C=C1)CC 4'-diethylamino-3-hydroxyflavone